C1=CC=CC2=CC3=CC=CC=C3C(=C12)N1CNC=C1 1-(anthracen-9-yl)-2H-imidazole